2-Methyl-7-(1-propylpiperidin-3-yl)-3-(pyridin-4-yl)pyrazolo[1,5-a]pyrimidine CC1=NN2C(N=CC=C2C2CN(CCC2)CCC)=C1C1=CC=NC=C1